CN(C([S-])=S)C.[Cu+2].CN(C([S-])=S)C Copper (II) dimethyldithiocarbamate